2-[2-[[3-bromo-2-(trifluoromethyl)phenoxy]methyl]-7-azaspiro[3.5]nonan-7-yl]-N-[3-(2,6-dioxo-3-piperidyl)-7-methoxy-1-methyl-indazol-6-yl]acetamide BrC=1C(=C(OCC2CC3(C2)CCN(CC3)CC(=O)NC3=CC=C2C(=NN(C2=C3OC)C)C3C(NC(CC3)=O)=O)C=CC1)C(F)(F)F